3-amino-N-(2-(dimethylamino)ethyl)benzamide NC=1C=C(C(=O)NCCN(C)C)C=CC1